NC1=C(C=CC=C1)C1=CC=C(C=C1)C=O 2'-AMINO-BIPHENYL-4-CARBALDEHYDE